8-amino-7-((3-((3R,5R)-5-(4-chlorophenyl)tetrahydro-furan-3-yl)-1,2,4-oxadiazol-5-yl)methyl)-1-methyl-1,7-dihydro-6H-purin-6-one NC1=NC=2N=CN(C(C2N1CC1=NC(=NO1)[C@@H]1CO[C@H](C1)C1=CC=C(C=C1)Cl)=O)C